C(C(=C)C)(=O)O.C(C(=C)C)(=O)O.C(C(=C)C)(=O)O.C(O)C(CC)(CO)CO tri-methylol-propane tri-methacrylate